C(C)(C)(C)C=1C=C(C=C(C1)C(C)(C)C)C=1C=C(CBr)C=C(C1)C1=CC(=CC(=C1)C(C)(C)C)C(C)(C)C 3,5-bis(3,5-di-tert-butylphenyl)benzyl bromide